(E)-8-[2-[4-[4-(4-fluorophenyl)butoxy]phenyl]ethenyl]-2-(1H-tetrazol-5-yl)-4H-1-benzopyran-4-one FC1=CC=C(C=C1)CCCCOC1=CC=C(C=C1)/C=C/C1=CC=CC=2C(C=C(OC21)C2=NN=NN2)=O